benzyl (S)-2-(cyanomethyl)-4-(7-(8-ethynylnaphthalen-1-yl)-8-fluoro-2-(((S)-1-methylpyrrolidin-2-yl)methoxy)pyrido[4,3-d]pyrimidin-4-yl)piperazine-1-carboxylate C(#N)C[C@@H]1N(CCN(C1)C=1C2=C(N=C(N1)OC[C@H]1N(CCC1)C)C(=C(N=C2)C2=CC=CC1=CC=CC(=C21)C#C)F)C(=O)OCC2=CC=CC=C2